(R)-8-(4-acryloylpiperazin-1-yl)-10-chloro-11-(4-fluorophenyl)-3-methoxy-3,4-dihydro-2H,6H-[1,4]thiazepino[2,3,4-ij]quinazolin-6-one C(C=C)(=O)N1CCN(CC1)C1=NC(N2C3=C(C(=C(C=C13)Cl)C1=CC=C(C=C1)F)SC[C@@H](C2)OC)=O